Cl.CNC1CC=2C(OC1)=CSC2C N,5-dimethyl-3,4-dihydro-2H-thieno[3,4-b]pyran-3-amine hydrochloride